C(C)C(C(=O)[O-])CC(=O)[O-].C(C)C(C(=O)[O-])CC(=O)[O-].[Na+].[Na+].[Na+].[Na+] sodium bis(2-ethyl succinate)